CN(CCN1N=CC2=CC(=CC(=C12)NC(CC)=O)NC1=NC=CC(=N1)C1=CN(C2=CC=CC=C12)C([2H])([2H])[2H])C N-(1-(2-(dimethylamino)ethyl)-5-((4-(1-(trideuteromethyl)-1H-indol-3-yl)pyrimidine-2-yl)amino)-1H-indazol-7-yl)propionamide